ClC=1C(=CC2=C(OCCN(S2(=O)=O)[C@H](C(=O)[O-])C(C)C2=C(C(=CC=C2F)C)C)C1)C (2S)-2-(7-chloro-8-methyl-1,1-dioxido-3,4-dihydro-2H-benzo[b][1,4,5]oxathiazepin-2-yl)-3-(6-fluoro-2,3-dimethylphenyl)butanoate